[2-[(6-chloro-2-methyl-1,3-benzoxazol-5-yl) methyl]-4,4-dimethyl-3-oxo-isoxazolidin-5-yl] 2-methylpropionate CC(C(=O)OC1C(C(N(O1)CC=1C(=CC2=C(N=C(O2)C)C1)Cl)=O)(C)C)C